N-[(4-Fluorophenyl)methyl]-4-[(E)-3-(4-hydroxyphenyl)prop-2-enoyl]benzenesulfonamide FC1=CC=C(C=C1)CNS(=O)(=O)C1=CC=C(C=C1)C(\C=C\C1=CC=C(C=C1)O)=O